C(C)C(CCCCCN)(N)CC diethyl-1,6-hexanediamine